COC1=C(OC2=C(C(=O)O)C=CC=C2C(F)(F)F)C=CC(=C1)OC(F)(F)F 2-methoxy-4-(trifluoromethoxy)phenoxyl-3-(trifluoromethyl)benzoic acid